(S)-1-(2-((S)-3-((6-methoxyquinolin-4-yl)oxy)pyrrolidin-1-yl)acetyl)pyrrolidine-2-carbonitrile COC=1C=C2C(=CC=NC2=CC1)O[C@@H]1CN(CC1)CC(=O)N1[C@@H](CCC1)C#N